C1(CCCCC1)NCC1=CC=C(CSC2=C3CN(C(C3=CC=C2)=O)C2C(NC(CC2)=O)=O)C=C1 3-(4-((4-((cyclohexylamino)methyl)benzyl)thio)-1-oxoisoindolin-2-yl)piperidine-2,6-dione